FC(OC1CCC(CC1)C1(N=CC2=C(N1)C(=CN=C2N)C2=CC=C1C(=NC=NC1=C2)N2CCOCC2)N)F 2-((1R,4R)-4-(difluoromethoxy)cyclohexyl)-8-(4-morpholinoquinazolin-7-yl)pyrido[4,3-d]pyrimidine-2,5-diamine